OC1=C(C=C(C=C1)C)N1NC2=C(C=N1)C=CC=C2 2-(2'-hydroxy-5'-methylphenyl)benzotriazine